(R)-N-(7-fluorochroman-4-yl)-2-(piperazin-1-yl)benzo[d]thiazole-6-carboxamide FC1=CC=C2[C@@H](CCOC2=C1)NC(=O)C1=CC2=C(N=C(S2)N2CCNCC2)C=C1